N-(2-(2-(2-aminoethoxy)ethoxy)ethyl)pivaloamide NCCOCCOCCNC(C(C)(C)C)=O